C(C)(C)(C)OC(=O)N1C(=CC2=CC=CC(=C12)C(F)(F)F)[Sn](C)(C)C 7-(trifluoromethyl)-2-(trimethylstannyl)indole-1-carboxylic acid tert-butyl ester